(6S)-9-fluoro-1-hydroxy-2,14-dioxo-N-(2,4,6-trifluorobenzyl)-2,7,12,14-tetrahydro-6,13-methanobenzo[g]pyrido[1,2-b][1,2,5]triazonine-3-carboxamide FC1=CC2=C(CN3C(C=4N(N(C2)C3)C=C(C(C4O)=O)C(=O)NCC4=C(C=C(C=C4F)F)F)=O)C=C1